methyl 4-(benzyloxy)-5-fluoropyrimidin-2-carboxylate C(C1=CC=CC=C1)OC1=NC(=NC=C1F)C(=O)OC